C(C=C)OC=1C=C(C(=O)O)C=CC1 meta-allyloxybenzoic acid